(3-bromo-2,5,6-trifluorophenyl)methanol BrC=1C(=C(C(=C(C1)F)F)CO)F